FC(C1=NC=CC=N1)(F)F 2-(trifluoromethyl)pyrimidin